6-fluoro-5-(4-fluoro-3-(5-(3-iodobenzyl)-4H-1,2,4-triazol-3-yl)phenoxy)-4-methyl-1H-indole FC1=C(C(=C2C=CNC2=C1)C)OC1=CC(=C(C=C1)F)C1=NN=C(N1)CC1=CC(=CC=C1)I